9,10-epoxy-octadecenoate C(C=CCCCCCC1C(CCCCCCCC)O1)(=O)[O-]